C(#N)C1=C(C=C(C=C1)N1CCN(CC1)C(=O)NC1=NC=C(C=C1)N1CCC(CC1)OCCN1CCN(CC1)C1=C2C(N(C(C2=CC=C1)=O)C1C(NC(CC1)=O)=O)=O)C(F)(F)F 1-(4-cyano-3-(trifluoromethyl)phenyl)-N-(5-(4-(2-(4-(2-(2,6-dioxopiperidin-3-yl)-1,3-dioxoisoindolin-4-yl)piperazin-1-yl)ethoxy)piperidin-1-yl)pyridin-2-yl)piperazin-4-carboxamide